The molecule is an amino disaccharide consisting of N-acetyl-beta-D-galactosamine having a beta-D-tyvelosyl residue attached at the 3-position and with the anomeric hydroxy group replaced by methoxy. It has a role as an epitope. It is a methyl glycoside and an amino disaccharide. C[C@@H]1[C@H](C[C@@H]([C@@H](O1)O[C@@H]2[C@H]([C@@H](O[C@@H]([C@@H]2O)CO)OC)NC(=O)C)O)O